(2-amino-3-(3-((6-((2,3,4-trifluorophenyl)amino)pyridin-3-yl)methyl)isoxazol-5-yl)pyridin-1-ium-1-yl)methyl hydrogen phosphate P(=O)(OC[N+]1=C(C(=CC=C1)C1=CC(=NO1)CC=1C=NC(=CC1)NC1=C(C(=C(C=C1)F)F)F)N)(O)[O-]